[C-]#N.[Cd+2].Cl[Si](C1=C(C=CC=C1)C=C)(Cl)Cl.[C-]#N Trichloro(2-vinylphenyl)silane cadmium cyanide